1-((1R)-2-chlorocyclopentyl)pyrrolidine ClC1[C@@H](CCC1)N1CCCC1